tert-butyl (3R)-3-(benzyloxycarbonylamino)-4-[2-(3,4-dihydroxyphenyl)ethylamino]-4-oxo-butanoate C(C1=CC=CC=C1)OC(=O)N[C@H](CC(=O)OC(C)(C)C)C(=O)NCCC1=CC(=C(C=C1)O)O